ClC=1C=CC(=C(C1)C1=CC2=C(OCCN2C2=CC(=NC=C2)NC(=O)CCN2CC(NCC2)C(=O)OC)C=N1)F Methyl 4-[2-({4-[7-(5-chloro-2-fluorophenyl)-1H,2H,3H-pyrido[3,4-b][1,4]oxazin-1-yl]pyridin-2-yl}carbamoyl)ethyl]piperazine-2-carboxylate